NC=1C=C(C=CC1N)C=1C=C2C(N(C=NC2=CC1)CCN1CCC(CC1)C)=O 6-(3,4-Diaminophenyl)-3-(2-(4-methylpiperidin-1-yl)ethyl)quinazolin-4(3H)-one